Tert-butyl (6-(2-(6-cyanopyridin-2-yl)-1-hydroxyl-2-methylpropyl)pyridin-3-yl)carbamate C(#N)C1=CC=CC(=N1)C(C(O)C1=CC=C(C=N1)NC(OC(C)(C)C)=O)(C)C